(1R,2R)-2-((trifluoromethoxy)methyl)cyclopropane-1-carboxylic acid FC(OC[C@H]1[C@@H](C1)C(=O)O)(F)F